O(P([O-])(=O)OP(=O)([O-])[O-])C\C=C(/C)\CCC=C(C)C E-geranyl diphosphate